Cl.CN1CC(C1)(C)[C@@](O)(C=1C=NC=C(C1)COC1CCNCC1)C1=CC=C(C=C1)C(C)C (R)-(1,3-dimethylazetidin-3-yl)(4-isopropylphenyl)(5-((piperidin-4-yloxy)methyl)pyridin-3-yl)methanol, hydrochloride salt